C(C)(C)(C)C1=C(C=CC(=C1)C(C)(C)C)O 2,4-di-tert-butyl-phenol